ClC=1C(=CC(=NC1)OC)C1=CC(=NN1)C(=O)N1CCC(CC1)C(=O)NC1(CCC1)C#N (5-(5-chloro-2-methoxypyridin-4-yl)-1H-pyrazole-3-carbonyl)-N-(1-cyanocyclobutyl)piperidine-4-carboxamide